F[C@@H]1CN(CC[C@H]1C1=CC=CC=2N(C(N(C21)C)=O)COCC[Si](C)(C)C)C(=O)OC(C)(C)C tert-butyl (3S,4S)-3-fluoro-4-[3-methyl-2-oxo-1-(2-trimethylsilylethoxymethyl) benzimidazol-4-yl]piperidine-1-carboxylate